S1C(=CC=C1)C(=O)N 2-thiophenecarboxamide